(R)-3-cyclopentyl-3-hydrazinopropionitrile L-tartrate C(=O)(O)[C@H](O)[C@@H](O)C(=O)O.C1(CCCC1)[C@@H](CC#N)NN